di-tert-butyl (3,5-difluoro-4-{[1-(4-methylbenzene-1-sulfonyl)-3-(3,3,3-trifluoropropyl)-1H-pyrrolo[2,3-b]pyridin-4-yl]oxy}phenyl)-2-imidodicarbonate FC=1C=C(C=C(C1OC1=C2C(=NC=C1)N(C=C2CCC(F)(F)F)S(=O)(=O)C2=CC=C(C=C2)C)F)N(C(=O)OC(C)(C)C)C(=O)OC(C)(C)C